C(C)(C)(C)OC(=O)N1CC=2C(CC1)=CN(N2)C2=C(C(=CC=C2)Br)Cl 2-(3-bromo-2-chlorophenyl)-4,5-dihydro-2H-pyrazolo[3,4-c]pyridine-6(7H)-carboxylic acid tert-butyl ester